(S)-4-methyl-5-(piperazin-1-yl-2,2,3,3,5,5,6,6-d8)-1,4-dihydro-2H-pyrimidine C[C@@H]1NCNC=C1N1C(C(NC(C1([2H])[2H])([2H])[2H])([2H])[2H])([2H])[2H]